BrC1=CC=C(C=C1)N1N=C(C(=C1)C=O)C=1C=NC(=CC1)F 1-(4-bromophenyl)-3-(6-fluoropyridin-3-yl)-1H-pyrazole-4-carbaldehyde